sodium acetyl sulfate S(=O)(=O)(OC(C)=O)[O-].[Na+]